Cl.Cl.B(O)(O)CC[C@@H]1CC[C@H]([C@](C1)(C(=O)O)NCC)CN(CC1=CC=CC=C1)CC1=CC=CC=C1 (1R,2S,5R)-5-(2-Boronoethyl)-2-((dibenzylamino)methyl)-1-(ethylamino)cyclohexane-1-carboxylic acid dihydrochloride